5-bromo-3-(2,6-difluorobenzyl)pyrazin-2-amine BrC=1N=C(C(=NC1)N)CC1=C(C=CC=C1F)F